N-((R)-6-(((1r,4R)-4-hydroxycyclohexyl)oxy)-2-(2-hydroxypropan-2-yl)-2-methyl-2,3-dihydrobenzofuran-5-yl)pyrazolo[1,5-a]pyrimidine-3-carboxamide OC1CCC(CC1)OC1=CC2=C(C[C@](O2)(C)C(C)(C)O)C=C1NC(=O)C=1C=NN2C1N=CC=C2